O1CCN(CC1)C(C(=O)[O-])CCC morpholinopentanoate